tert-butyl 1',2'-dihydrospiro[piperidine-4,3'-pyrrolo[2,3-b]pyridine]-1-carboxylate N1CC2(C=3C1=NC=CC3)CCN(CC2)C(=O)OC(C)(C)C